3-[bis-(2-ethylhexyloxy)phosphoryl]propionic acid C(C)C(COP(=O)(OCC(CCCC)CC)CCC(=O)O)CCCC